The molecule is a norreticuline. It has a role as an EC 2.1.1.116 [3'-hydroxy-N-methyl-(S)-coclaurine 4'-O-methyltransferase] inhibitor. It is a conjugate base of a (S)-norreticuline(1+). It is an enantiomer of a (R)-norreticuline. COC1=C(C=C(C=C1)C[C@H]2C3=CC(=C(C=C3CCN2)OC)O)O